(3S)-3-(5,5-difluoro-1-(3-(5,6,7,8-tetrahydro-1,8-naphthyridin-2-yl)propyl)piperidine-3-carboxamido)-3-phenylpropionic acid FC1(CC(CN(C1)CCCC1=NC=2NCCCC2C=C1)C(=O)N[C@@H](CC(=O)O)C1=CC=CC=C1)F